C(C)OC(=O)C1(CC(=NO1)C1=C(C=C(C(=C1)N1C(N(C(=CC1=O)C(F)(F)F)C)=O)F)Cl)C 3-[2-chloro-5-[3,6-dihydro-3-methyl-2,6-dioxo-4-(tri-fluoromethyl)-1(2H)-pyrimidinyl]-4-fluorophenyl]-4,5-dihydro-5-methyl-5-isoxazolecarboxylic acid ethyl ester